NC(C(=O)NC1=CC=C(C=C1)C1=C2C(=NC=C1)NC=C2)=CC2=CC=C(C=C2)O (2R)-2-Amino-3-(4-hydroxyphenyl)-N-[4-(1H-pyrrolo[2,3-b]pyridin-4-yl)phenyl]propenamide